6-(2-((3-(4-ethylpiperazin-1-yl)-4-methylphenyl)amino)pyrimidin-4-yl)-4,4-dimethyl-3,4-dihydroisoquinolin-1(2H)-one C(C)N1CCN(CC1)C=1C=C(C=CC1C)NC1=NC=CC(=N1)C=1C=C2C(CNC(C2=CC1)=O)(C)C